NC=1C(NC(N(N1)C1=CC(=C(C(=C1)C)CC=1C=CC2=C(C(=CO2)C)C1)C)=O)=O 6-amino-2-[3,5-dimethyl-4-[(3-methylbenzofuran-5-yl)methyl]phenyl]-1,2,4-triazine-3,5-dione